3-fluoro-N-(8-fluoro-1,2,3,5,6,7-hexahydros-indacen-4-ylcarbamoyl)-5-(2-hydroxypropan-2-yl)benzenesulfonamide FC=1C=C(C=C(C1)C(C)(C)O)S(=O)(=O)NC(NC1=C2CCCC2=C(C=2CCCC12)F)=O